tri(ethylsilyl)amine C(C)[SiH2]N([SiH2]CC)[SiH2]CC